1,5-diethyl-9,10-bis(n-hexyloxycarbonyl)anthracene C(C)C1=CC=CC2=C(C3=C(C=CC=C3C(=C12)C(=O)OCCCCCC)CC)C(=O)OCCCCCC